COC1=NN(C=C1NC(=O)C=1N=C(SC1)C=1C=NNC1)CC(F)(F)F N-(3-methoxy-1-(2,2,2-trifluoroethyl)-1H-pyrazol-4-yl)-2-(1H-pyrazol-4-yl)thiazole-4-carboxamide